C(O)N1C(CCC1)=O N-Methylol-2-pyrrolidon